BrC=1C(=C(C=C(C1)F)C1=CC(=C(C(=C1)OC)N)Cl)OCOC 3'-bromo-3-chloro-5'-fluoro-5-methoxy-2'-(methoxymethoxy)-[1,1'-biphenyl]-4-amine